p-Aminobenzyl carbonat C(OCC1=CC=C(C=C1)N)([O-])=O